2,3-dibromopropylene BrC(=C)CBr